2-(6-(cyclopropylmethyl)-6H-thieno[2,3-b]pyrrol-5-yl)-7-methoxy-1-methyl-1H-benzo[d]imidazole-5-carboxylic acid C1(CC1)CN1C2=C(C=C1C1=NC3=C(N1C)C(=CC(=C3)C(=O)O)OC)C=CS2